bromo-4'-methyl-1'H-spiro[cyclobutane-1,3'-indole] BrN1CC2(C3=C(C=CC=C13)C)CCC2